1-(4-formylphenyl)-1H-pyrazole C(=O)C1=CC=C(C=C1)N1N=CC=C1